methyl 4-(3-(3-(2-chlorophenyl)-1-(methoxycarbonyl)cyclobutyl)ureido)isoquinoline-7-carboxylate ClC1=C(C=CC=C1)C1CC(C1)(C(=O)OC)NC(NC1=CN=CC2=CC(=CC=C12)C(=O)OC)=O